CC1=CC=C(CNC2=NC(=C3NC=NC3=N2)O)C=C1 2-(4-methylbenzylamino)-6-hydroxypurine